C(CCCCC\C=C\CCCC)O E-7-dodecenol